ClC=1C=CC(=NC1)OC1=CN=C(S1)NC(=O)C1CC(C1)OC1=C(C=C(C=C1)F)F N-(5-((5-chloropyridin-2-yl)oxy)thiazol-2-yl)-3-(2,4-difluorophenoxy)cyclobutane-1-carboxamide